C(C)C1=C(C=NC=C1)B(O)O 4-ETHYLPYRIDINE-3-BORONIC ACID